N-(2-((6-(2,6-dichloro-3,5-dimethoxyphenyl)-8-(((1-methylpyrrolidin-3-yl)methyl)amino)pyrido[3,4-d]pyrimidin-2-yl)amino)-3-methyl-phenyl)acrylamide ClC1=C(C(=C(C=C1OC)OC)Cl)C1=CC2=C(N=C(N=C2)NC2=C(C=CC=C2C)NC(C=C)=O)C(=N1)NCC1CN(CC1)C